(2S)-2-(4-chloro-3-fluorophenoxy)-N-cyclobutoxypropanamide ClC1=C(C=C(O[C@H](C(=O)NOC2CCC2)C)C=C1)F